C(C1=CC=CC=C1)OC1=C(C(=NC(=C1)Cl)C)S(=O)(=O)C 4-(benzyloxy)-6-chloro-2-methyl-3-(methylsulfonyl)pyridine